NC1=C(C(=C(C=2C(C3=C(C=CC(=C3C(C12)=O)O)N)=O)N)Cl)Cl 1,4,5-triamino-2,3-dichloro-8-hydroxyanthraquinone